methyl 3-(9-((4-(((tert-butoxycarbonyl)amino)methyl)-2-methylphenyl)carbamoyl)-4,5-dihydrobenzo[b]thieno[2,3-d]oxepin-8-yl)-6-((1-(methoxycarbonyl)cyclohexyl)carbamoyl)picolinate C(C)(C)(C)OC(=O)NCC1=CC(=C(C=C1)NC(=O)C1=CC2=C(OCCC3=C2SC=C3)C=C1C=1C(=NC(=CC1)C(NC1(CCCCC1)C(=O)OC)=O)C(=O)OC)C